1-(4-((6H-benzo[c]chromen-3-yl)methyl)phenyl)-5-methyl-1H-pyrazole-3-carboxylic acid ethyl ester C(C)OC(=O)C1=NN(C(=C1)C)C1=CC=C(C=C1)CC1=CC=C2C3=C(COC2=C1)C=CC=C3